ClC=1C(=NC(=NC1)NC1=C(C=C(C=C1)C(=O)N1CCOCC1)OC)C1=CC(=CC=C1)[N+](=O)[O-] (4-((5-chloro-4-(3-nitrophenyl)pyrimidin-2-yl)amino)-3-methoxyphenyl)(morpholino)methanone